NC=1SC2=C(N1)C=CC(=C2)C2=NN(C(=C2)C2=CC(=CC=C2)C(F)(F)F)CC2=CC=C(C(=O)NO)C=C2 4-{[3-(2-aminobenzo[d]thiazol-6-yl)-5-(3-trifluoromethylphenyl)-1H-pyrazol-1-yl]methyl}-N-hydroxybenzamide